1-methoxy-2,3-dimethyl-4-nitrobenzene COC1=C(C(=C(C=C1)[N+](=O)[O-])C)C